CC(C)(C#CC(C)(OOC(C)(C)C)C)OOC(C)(C)C 2,5-dimethyl-2,5-di(tert.-butylperoxy)hexyn